C(C=1C(C(=O)[O-])=CC=CC1)(=O)[O-].CCCC(C)[Cu+2] 4-pentyl-copper phthalate